OC1=CC=C(C=C1)C[C@@H](C(=O)N[C@H](C(=O)N[C@H](C(=O)O)CCC(C)(C)C)[C@H](CC)C)NC(=O)[C@@H]1CNCC1 (S)-2-((2S,3S)-2-((S)-3-(4-Hydroxyphenyl)-2-((S)-pyrrolidine-3-carboxamido)propanamido)-3-methylpentanamido)-5,5-dimethylhexanoic acid